C1(=C(C=CC=C1)C(C)N)C(C)N 1,1'-(1,2-phenylen)bis(ethan-1-amin)